C1=CC=CC=2C3=CC=CC=C3C(C12)COC(=O)N[C@H](C(=O)N)CCCCNC(CCOCCOCCOCCOCCOCCOCCOCCOC)=O (2S)-2-({[(9H-fluoren-9-yl)methoxy]carbonyl}amino)-6-(2,5,8,11,14,17,20,23-octaoxahexacosane-26-amido)hexanamide